C(CS(=O)(=O)[O-])S(=O)(=O)[O-].[Na+].C(C)(=O)C1=CC2=C(N=CS2)C=C1.[Na+] 6-acetyl-benzothiazole sodium 1,2-ethanedisulfonate